iso-serinol NCC(O)CO